tetramethyl-cyclopentadienyl-tert-butylamino-titanium dichloride [Cl-].[Cl-].CCC(C(C)(C)C)(C)N[Ti+2]C1C=CC=C1